NC1=C(C=CC=C1C(=O)OC)C1=C(C=CC(=C1)Cl)OCCN1C(=NC2=C(C1=O)C(=CN=C2)C#N)C methyl 2-amino-5'-chloro-2'-(2-(5-cyano-2-methyl-4-oxopyrido[3,4-d]pyrimidin-3(4H)-yl)ethoxy)-[1,1'-biphenyl]-3-carboxylate